BrC1=CC(=NC=C1)OCC=1C=NC=NC1 5-(((4-Bromopyridin-2-yl)oxy)methyl)pyrimidine